(R)-5-chloro-2-(3-(5-(trifluoromethyl)pyridin-2-yloxy)pyrrolidin-1-yl)benzamide ClC=1C=CC(=C(C(=O)N)C1)N1C[C@@H](CC1)OC1=NC=C(C=C1)C(F)(F)F